OCCC1N(CCNC1)CCCC(=O)[O-] 4-(2-hydroxyethyl piperazin-1-yl)butanoate